FC=1C=C2C(=C(C(N(C2=CC1)C)=O)[N+](=O)[O-])N1CCC(CC1)OC1=CC(=CC=C1)F 6-fluoro-4-(4-(3-fluorophenoxy)piperidin-1-yl)-1-methyl-3-nitroquinolin-2(1H)-one